ethoxycarbonyl-hexyl-thiourethane C(C)OC(=O)N(C(=S)OCC)CCCCCC